17-(3-pyridinyl)androsta-5,16-dien-3β-ol acetate C(C)(=O)O[C@@H]1CC2=CC[C@H]3[C@@H]4CC=C([C@@]4(C)CC[C@@H]3[C@]2(CC1)C)C=1C=NC=CC1